(R)-N-(pyrrolidin-3-yl)-6-(6-(1-(trifluoromethyl)cyclopropyl)imidazo[1,2-a]pyrazin-3-yl)pyridin-2-amine N1C[C@@H](CC1)NC1=NC(=CC=C1)C1=CN=C2N1C=C(N=C2)C2(CC2)C(F)(F)F